1-cyclopentyl-3-(5-ethynyl-2-((4-(4-methylpiperazin-1-yl)phenyl)amino)pyrido[2,3-d]pyrimidin-7-yl)-1,3-dimethylurea C1(CCCC1)N(C(=O)N(C)C=1C=C(C2=C(N=C(N=C2)NC2=CC=C(C=C2)N2CCN(CC2)C)N1)C#C)C